(E)-3-(3,4-bis(Benzyloxy)phenyl)-1-(5-bromo-2-hydroxyphenyl)prop-2-en-1-one C(C1=CC=CC=C1)OC=1C=C(C=CC1OCC1=CC=CC=C1)/C=C/C(=O)C1=C(C=CC(=C1)Br)O